CN1C(=NC2=C(C=C(C=C2C1=O)C)[C@@H](C)NC1=C(C(=O)NOC)C=C(C=C1)F)N1CCOCC1 2-[[(1R)-1-(3,6-dimethyl-2-morpholino-4-oxo-quinazolin-8-yl)ethyl]amino]-5-fluoro-N-methoxy-benzamide